3-iodopropyl-trimethyl-ammonium iodide [I-].ICCC[N+](C)(C)C